N-(4-(4-amino-5-(3-fluoro-4-((1-oxotetrahydro-1λ6-thiophene-1-ylidene)amino)phenyl)-7-methyl-7H-pyrrolo[2,3-d]pyrimidin-6-yl)-3-cyanophenyl)methacrylamide NC=1C2=C(N=CN1)N(C(=C2C2=CC(=C(C=C2)N=S2(CCCC2)=O)F)C2=C(C=C(C=C2)NC(C(=C)C)=O)C#N)C